[Mn].[Fe].[Li].FC=1C=C(C=C(C1C1=CSC=C1)F)C(C)=O 1-(3,5-Difluoro-4-(thiophen-3-yl)phenyl)ethan-1-one lithium iron-manganese